bis-(3-(triethoxysilyl) propyl) disulfide C(C)O[Si](CCCSSCCC[Si](OCC)(OCC)OCC)(OCC)OCC